ClC1=CC=C(C=C1)C1=NN(CC1C1=CC=CC=C1)C(NS(=O)(=O)N1CCCCC1)=S 3-(4-Chlorophenyl)-4-phenyl-N-(piperidin-1-ylsulfonyl)-4,5-dihydro-1H-pyrazole-1-carbothioamide